N-(4-((2-amino-5-chloropyridin-3-yl)oxy)phenyl)-3-methoxybenzamide NC1=NC=C(C=C1OC1=CC=C(C=C1)NC(C1=CC(=CC=C1)OC)=O)Cl